((4-(3,9-diazaspiro[5.5]undec-3-yl)phenyl)amino)-5-(3-(3-(oxetan-3-yl)-2-oxoimidazolin-1-yl)piperidin-1-yl)pyrazine-2-carboxamide C1CN(CCC12CCNCC2)C2=CC=C(C=C2)NC=2C(=NC=C(N2)N2CC(CCC2)N2C(N(CC2)C2COC2)=O)C(=O)N